7-(3-butyl-5-(diaminomethylene)-2,4,6-trioxotetrahydropyrimidin-1(2H)-yl)spiro[3.5]nonane-2-carboxylic acid C(CCC)N1C(N(C(C(C1=O)=C(N)N)=O)C1CCC2(CC(C2)C(=O)O)CC1)=O